[Na+].ClC1=CC=C2C(=C(N(C2=C1F)C=1C=NNC1)C1CC1)SC=1C(=C(C(=O)[O-])C=CC1)F 3-((6-chloro-2-cyclopropyl-7-fluoro-1-(1H-pyrazol-4-yl)-1H-indol-3-yl)thio)-2-fluorobenzoic acid sodium salt